3-(((3-(diethylamino)-2,2-dimethylpropoxy)carbonyl)oxy)-2-((((E)-3-pentylundec-2-enoyl)oxy)methyl)propyl (9Z,12Z)-octadeca-9,12-dienoate C(CCCCCCC\C=C/C\C=C/CCCCC)(=O)OCC(COC(=O)OCC(CN(CC)CC)(C)C)COC(\C=C(\CCCCCCCC)/CCCCC)=O